ClC=1C=C2C=C(NC2=CC1OCC1=CC(=NO1)C)CNC([C@@H](C)F)=O (R)-N-((5-chloro-6-((3-methylisoxazol-5-yl)methoxy)-1H-indol-2-yl)methyl)-2-fluoropropanamide